1-((6-bromopyridin-2-yl)oxy)-2-methylpropan-2-ol BrC1=CC=CC(=N1)OCC(C)(O)C